1-(3-ethynyl-5-fluoro-1H-indol-2-yl)-2-methylbutan-1-one C(#C)C1=C(NC2=CC=C(C=C12)F)C(C(CC)C)=O